trimethoxysilylmethylcarbamate CO[Si](OC)(OC)CNC([O-])=O